4-(3-carbazolyl-amino)phenol C1=CC(=CC=2C3=CC=CC=C3NC12)NC1=CC=C(C=C1)O